3-chloro-5-iodo-2-(trifluoromethyl)pyridine ClC=1C(=NC=C(C1)I)C(F)(F)F